(S)- and (R)-4-(2-((2-(4-chloro-1H-indol-3-yl)-2-oxo-1-phenylethyl)-amino)ethyl)benzenesulfonamide ClC1=C2C(=CNC2=CC=C1)C([C@H](C1=CC=CC=C1)NCCC1=CC=C(C=C1)S(=O)(=O)N)=O |r|